(3R)-3-amino-7-(5-tert-butyl-1,3,4-oxadiazol-2-yl)-5-[[4-(cyclopropoxy)phenyl]methyl]-1,1-dioxo-2,3-dihydro-1lambda6,5-benzothiazepin-4-one N[C@H]1CS(C2=C(N(C1=O)CC1=CC=C(C=C1)OC1CC1)C=C(C=C2)C=2OC(=NN2)C(C)(C)C)(=O)=O